[4-(6-Chloro-pyridin-2-yl)-6-(2,2-dimethyl-propylamino)-[1,3,5]triazin-2-ylamino]-nicotinonitrile ClC1=CC=CC(=N1)C1=NC(=NC(=N1)NCC(C)(C)C)NC1=C(C#N)C=CC=N1